BrC1=CC=2C3=C(C=NC2C=C1)N(C(N3C3=CC=C(C(=O)NC(C)C)C=C3)=O)C 4-(8-bromo-3-methyl-2-oxo-2,3-dihydro-1H-imidazo[4,5-c]quinolin-1-yl)-N-isopropylbenzamide